(5R)-5-[(1R,3aS,3bS,5aR,5R,7S,9aR,9bS,11aR)-7-Acetoxy-5a-bromo-5-hydroxy-9a,11a-dimethylhexadecahydro-1H-cyclopenta[1,2-a]phenanthrene-1-yl]hexanoic acid methyl ester COC(CCC[C@@H](C)[C@H]1CC[C@@H]2[C@@]1(CC[C@@H]1[C@]3(CC[C@@H](C[C@@]3([C@@H](C[C@@H]21)O)Br)OC(C)=O)C)C)=O